3-(4-(Benzyloxy)phenyl)-4,6-dihydropyrrolo[3,4-c]pyrazole-5(1H)-carbonitrile C(C1=CC=CC=C1)OC1=CC=C(C=C1)C=1C2=C(NN1)CN(C2)C#N